2,2'-methylenebis(4-methyl-6-tertiary-butylphenol) C(C1=C(C(=CC(=C1)C)C(C)(C)C)O)C1=C(C(=CC(=C1)C)C(C)(C)C)O